FC(CO)(CN1[C@@H](C=2NC3=CC=CC=C3C2C[C@H]1C)C1=C(C(=CC=C1F)OCCNCCCF)C)F 2,2-difluoro-3-((1R,3R)-1-(6-fluoro-3-(2-((3-fluoropropyl)amino)ethoxy)-2-methylphenyl)-3-methyl-1,3,4,9-tetrahydro-2H-pyrido[3,4-b]indol-2-yl)propan-1-ol